BrC1=C2N(CCN(C2=C(C(=C1)Br)C)C(=O)OC(C)(C)C)C1=C(C2=C(N=C(N=C2)NC2=CC=C(C=C2)N2CCN(CC2)C)N(C1=O)C)F tert-butyl 5,7-dibromo-4-[5-fluoro-8-methyl-2-[4-(4-methylpiperazin-1-yl)anilino]-7-oxo-pyrido[2,3-d]pyrimidin-6-yl]-8-methyl-2,3-dihydroquinoxaline-1-carboxylate